CCCCCCCCCCCCCCCCCC/C=C\\CCCCCCCC/C=C\\CCCCCCCCCCCCCCCCCCC[C@H]([C@@H](CCCCCCCC)C(=O)OC[C@H]1[C@H]([C@@H]([C@H]([C@@H](O1)O)O)O)O)O The molecule is a monosaccharide derivative that is the 6-O-(2R,3R,23Z,33Z)-3-hydroxy-2-octyldopentaconta-23,33-dienoyl derivative of alpha-L-idopyranose It has a role as an epitope. It derives from an alpha-L-idopyranose and a (2R,3R,23Z,33Z)-3-hydroxy-2-octyldopentaconta-23,33-dienoic acid.